N,N-di-sec-butyl-phenylenediamine C(C)(CC)N(C1=C(C=CC=C1)N)C(C)CC